N-(2-(4-((1r,4r)-4-hydroxy-4-(6-methoxypyridin-3-yl)cyclohexyl)octahydro-1H-pyrrolo[3,2-b]pyridin-1-yl)-2-oxoethyl)-3-(trifluoromethyl)benzamide OC1(CCC(CC1)N1C2C(CCC1)N(CC2)C(CNC(C2=CC(=CC=C2)C(F)(F)F)=O)=O)C=2C=NC(=CC2)OC